6-[3-(4-prop-2-ynyl-piperazin-1-yl)phenyl]-1,2-benzoxazole C(C#C)N1CCN(CC1)C=1C=C(C=CC1)C1=CC2=C(C=NO2)C=C1